(2-hydrazino-2-oxoethyl)diphenyl-(3-sulfophenyl)phosphonium Bromide [Br-].N(N)C(C[P+](C1=CC(=CC=C1)S(=O)(=O)O)(C1=CC=CC=C1)C1=CC=CC=C1)=O